tert-butyl (S)-4-(6-((6-(4-((R)-1-(3-(tert-butyl)-1,2,4-oxadiazole-5-carboxamido)ethyl)-3-chlorophenyl)pyrimidin-4-yl)amino)pyridin-3-yl)-3-methylpiperazine-1-carboxylate C(C)(C)(C)C1=NOC(=N1)C(=O)N[C@H](C)C1=C(C=C(C=C1)C1=CC(=NC=N1)NC1=CC=C(C=N1)N1[C@H](CN(CC1)C(=O)OC(C)(C)C)C)Cl